racemic-3-((2S,2S)-2-(6-(2,4-dioxo-1,2,3,4-tetrahydropyrimidin-5-yl)imidazo[1,2-b]pyridazin-8-yl)cyclopropyl)benzoic acid O=C1NC=C(C(N1)=O)C=1C=C(C=2N(N1)C=CN2)[C@@H]2[C@@H](C2)C=2C=C(C(=O)O)C=CC2 |&1:18|